6-methyl-2,6-diazaspiro[3.3]Heptane CN1CC2(CNC2)C1